2-fluoro-3-iodo-5,6,7,8-tetrahydronaphthalene-1-carboxylic acid FC1=C(C=2CCCCC2C=C1I)C(=O)O